C1CC12CC(C2)O spiro[2.3]hexan-5-ol